C(CCCCCCCCCCCCCCCCC)N1C(=C(C(C=C1)=O)OCC1=CC=CC=C1)C#N N-octadecyl-2-cyano-3-benzyloxypyridin-4-one